ClC=1C(=C(C=CC1OC[C@@H]1OCCCC1)NC=1C2=C(N=CN1)C=CC(=N2)O[C@@H]2CN(CC2)C(C=C)=O)F 1-((S)-3-((4-((3-chloro-2-fluoro-4-(((R)-tetrahydro-2H-pyran-2-yl)methoxy)phenyl)amino)pyrido[3,2-d]pyrimidin-6-yl)oxy)pyrrolidin-1-yl)prop-2-en-1-one